(1S,2R,5S)-5-(4-chlorobenzyl)-2-chloromethyl-2-methyl-1-(1H-1,2,4-triazol-ylmethyl)cyclopentanol ClC1=CC=C(C[C@@H]2CC[C@@]([C@]2(O)CN2N=CN=C2)(C)CCl)C=C1